C(#N)C1=CN=C(S1)NC([C@@H](C)C=1C=C(C=CC1)C=1C=CC(=NC1)NC(C=C)=O)=O (S)-N-(5-(3-(1-((5-cyanothiazole-2-yl)amino)-1-oxopropan-2-yl)phenyl)pyridin-2-yl)acrylamide